OC1CC(C1)OCCC1=CC2=C(N(C(N2C)=O)C2C(NC(CC2)=O)=O)C=C1 3-[5-[2-(3-hydroxycyclobutoxy)ethyl]-3-methyl-2-oxo-1,3-benzodiazol-1-yl]piperidine-2,6-dione